CN1N=C2C(N=C(C=C2C)C2=CC(=C(C=C2)C2=CC=C(N=N2)C2CN(C2)C(=O)[O-])OCOC)=C1 3-(6-(4-(2,7-dimethyl-2H-pyrazolo[4,3-b]pyridin-5-yl)-2-(methoxymethoxy)phenyl)pyridazin-3-yl)azetidine-1-carboxylate